4-isopropyl-5-(2-methanesulfonyl-pyrimidin-4-yl)-thiazol-2-ylamine C(C)(C)C=1N=C(SC1C1=NC(=NC=C1)S(=O)(=O)C)N